(4aS,9bS)-7-(trifluoromethyl)-3,4,4a,9b-tetrahydro-2H-benzofuro[3,2-b]pyridine-1-carboxylate FC(C1=CC2=C(C=C1)[C@@H]1N(CCC[C@@H]1O2)C(=O)[O-])(F)F